ClC1=CC=C(C(=N1)C(=O)NS(=O)(=O)C)N[C@H](C)C=1C=C(C=C2C(N(C(=NC12)N1CCC(CC1)NC=1C=NN(C1)C)C)=O)C (R)-6-chloro-3-((1-(3,6-dimethyl-2-(4-((1-methyl-1H-pyrazol-4-yl)amino)piperidin-1-yl)-4-oxo-3,4-dihydroquinazolin-8-yl)ethyl)amino)-N-(methylsulfonyl)picolinamide